CC(CO)C(O)[Si](C(CCO)O)(C1=CC=CC=C1)C1=CC=CC=C1 2-methyl-(diphenylsilylene)bis-3,1-propanediol